3-[2-(1,3-benzothiazol-5-yl)ethynyl]-1-[(3s,5r)-5-(methoxymethyl)-1-(prop-2-enoyl)pyrrolidin-3-yl]-5-(methylamino)pyrazole-4-carboxamide S1C=NC2=C1C=CC(=C2)C#CC2=NN(C(=C2C(=O)N)NC)[C@@H]2CN([C@H](C2)COC)C(C=C)=O